(cyclopentadienyl)(1,4-dimethylindenyl)dimethylzirconium C1(C=CC=C1)[Zr](C)(C)C=1C(C2=CC=CC(=C2C1)C)C